N-tert.-Butyl-4-(tetralin-1-carbonylamino)pyridin C(C)(C)(C)N1CC=C(C=C1)NC(=O)C1CCCC2=CC=CC=C12